C(C=C)NCC=C N,N-diallyl-amine